4,7,10-tris(carboxymethyl)-1,4,7,10-tetraazacyclododecane C(=O)(O)CN1CCNCCN(CCN(CC1)CC(=O)O)CC(=O)O